(S)-1-(pyrimidin-2-yl)ethanol N1=C(N=CC=C1)[C@H](C)O